C(C=C)OC1=C(C=C(C=C1C(C)(C)C)C)[Si](C1C2=CC=CC=C2C2=C1N(C1=CC=C(C=C21)C)C)(CC)CC 6-((2-(Allyloxy)-3-(tert-butyl)-5-methylphenyl)diethylsilyl)-2,5-dimethyl-5,6-dihydroindeno[2,1-b]indole